6-[(2S)-2-allylpyrrolidin-1-yl]-5-bromo-3-nitro-pyridine-2-carboxylic acid C(C=C)[C@H]1N(CCC1)C1=C(C=C(C(=N1)C(=O)O)[N+](=O)[O-])Br